(S)-(4-(difluoromethyl)-2-(2-hydroxypropan-2-yl)oxazol-5-yl)(4-(6-fluorobenzo[d]oxazol-2-yl)-6,7-dihydro-1H-imidazo[4,5-c]pyridin-5(4H)-yl)methanone FC(C=1N=C(OC1C(=O)N1[C@@H](C2=C(CC1)NC=N2)C=2OC1=C(N2)C=CC(=C1)F)C(C)(C)O)F